C(C1=CC=CC=C1)OC1=CC(=C(C=2CC=CCC12)C(=O)OC1=C(C(=C(C(=C1C)C)C(=O)OCOC)C)C)C 4-((methoxymethoxy)carbonyl)-2,3,5,6-tetramethylphenyl 4-(benzyloxy)-2-methyl-5,8-dihydronaphthalene-1-carboxylate